C(C1CO1)OCCC[Si](C(C)C)(C(C)C)OC(C)=O γ-glycidoxypropyl-acetoxydiisopropylsilane